benzyl (3R,4R)-3-(2-bromoethoxy)-4-hydroxypyrrolidine-1-carboxylate BrCCO[C@@H]1CN(C[C@H]1O)C(=O)OCC1=CC=CC=C1